(S)-2-((4-((2-hydroxy-1-phenylethyl)amino)-5-(3-(quinuclidin-4-yl)-1,2,4-oxadiazol-5-yl)pyrimidin-2-yl)amino)-8,8-dimethyl-7,8-dihydro-1,6-naphthyridin-5(6H)-one OC[C@H](C1=CC=CC=C1)NC1=NC(=NC=C1C1=NC(=NO1)C12CCN(CC1)CC2)NC2=NC=1C(CNC(C1C=C2)=O)(C)C